3,3-difluoro-4-(2-hydroxyethyl)piperidine-1-carboxylic acid tert-butyl ester C(C)(C)(C)OC(=O)N1CC(C(CC1)CCO)(F)F